CC1=C(C=C(C#N)C=C1)OCC(F)(F)F 4-methyl-3-(2,2,2-trifluoroethoxy)benzonitrile